8-((1r,3r,5s)-8-oxabicyclo[3.2.1]octane-3-ylmethyl)-1-ethyl-3-(4-(trifluoromethyl)phenyl)-1,3,8-triazaspiro[4.5]decane-2,4-dione [C@H]12CC(C[C@H](CC1)O2)CN2CCC1(C(N(C(N1CC)=O)C1=CC=C(C=C1)C(F)(F)F)=O)CC2